BrC1=CC=C(COC2=C(C3=CC=CC=C3C=C2)CCCBr)C=C1 2-(4-bromobenzyloxy)-1-(3-bromopropyl)naphthalene